C(C(O)CO)(=O)[O-] Glycerat